C(C)N(C)CC=1C(=NN(C1)C1=NC=NC=C1)C 4-(4-((ethyl-(methyl)amino)methyl)-3-methyl-1H-pyrazol-1-yl)pyrimidine